[Na+].O(P1(OCCOP(O1)(=O)[O-])=O)O hydroxy ethylene diphosphate sodium salt